FC=1C=CC2=C(NC(=NS2(=O)=O)NCC2=NC=CC=C2F)C1[C@@H](C)C1=CC=C(C=C1)F (S)-6-fluoro-5-(1-(4-fluorophenyl)ethyl)-3-(((3-fluoropyridin-2-yl)methyl)amino)-4H-benzo[e][1,2,4]thiadiazine 1,1-dioxide